N1[C@@H](CCC1)C=1C=C(C=C2CCOCC12)C=1C=C2C(=NC1)NC=C2C(C#N)C 2-(5-(8-((S)-pyrrolidin-2-yl)isochroman-6-yl)-1H-pyrrolo[2,3-b]pyridin-3-yl)propanenitrile